C(#N)[C@H](C[C@H]1C(NCCC1)=O)NC([C@H](CC1CC1)NC(=O)C=1NC2=CC=CC(=C2C1)OC)=O N-[(1S)-2-[[(1S)-1-cyano-2-[(3S)-2-oxo-3-piperidyl]ethyl]amino]-1-(cyclopropylmethyl)-2-oxo-ethyl]-4-methoxy-1H-indole-2-carboxamide